C1(C2C(C(O1)=O)C1C=3C=C4C5C6C(C(OC6=O)=O)C(C4=CC3C2C=C1)C5)=O 3a,4,6,6a,9a,10,12,12a-octahydro-1H,3H-4,12-etheno-6,10-methano-anthra[2,3-c:6,7-c']difuran-1,3,7,9-tetraone